(5-methyl-2-oxo-1,3-dioxol-4-yl)methyl (S)-2-(tert-butoxy)-2-(4-(4-chlorophenyl)-1-(2-methoxyethyl)-2,3,6-trimethyl-1H-pyrrolo[2,3-b]pyridin-5-yl)acetate C(C)(C)(C)O[C@H](C(=O)OCC=1OC(OC1C)=O)C=1C(=C2C(=NC1C)N(C(=C2C)C)CCOC)C2=CC=C(C=C2)Cl